β,β,β',β'-tetramethyl-2,4,8,10-tetraoxaspiro[5.5]-undecane-3,9-diethanol CC(CO)(C1OCC2(CO1)COC(OC2)C(CO)(C)C)C